C(C)[C@H]1[C@@](CCC(C1)(C)C)(O)C=C |r| (1SR,2RS)-2-ethyl-4,4-dimethyl-1-vinylcyclohexan-1-ol